C(C)(C)(C)OC(=O)NC1=CC=C(CC=2C=C(C(=O)O)C=CC2)C=C1 3-(4-((tertbutoxycarbonyl)amino)benzyl)benzoic acid